C(ON1C(CNCC1)CC#N)(OC(C)(C)C)=O 2-(Cyanomethyl)piperazin-1-yl tert-butyl carbonate